4-[(2S)-2-(4-chloro-2-fluorophenyl)-1,3-benzodioxol-4-yl]piperidine ClC1=CC(=C(C=C1)[C@@H]1OC2=C(O1)C=CC=C2C2CCNCC2)F